Cl.Cl.COC(C1=CC2=C(C=N1)C(CN2C(CN2[C@H](CN[C@@H](C2)C)COC)=O)(C)C)C2=CC=CC=C2 1-{6-[Methoxy(phenyl)methyl]-3,3-dimethyl-1H,2H,3H-pyrrolo[3,2-c]pyridin-1-yl}-2-[(2R,5R)-2-(methoxymethyl)-5-methylpiperazin-1-yl]ethan-1-one dihydrochloride